NC1=CN(C=C1CCC)C 3-amino-1-methyl-4-propyl-pyrrole